C(C)[C@@H]1[C@H](C1)C1(C=C(C(N(C1)CC1=CC(=CC=C1)OCCO)=O)C(=O)NC)C(=O)O 5-((1S,2S)-2-ethylcyclopropyl)-1-(3-(2-hydroxyethoxy)benzyl)-N3-methyl-2-oxo-1,2-dihydropyridine-3,5-dicarboxylic acid amide